2-[[4-(3,6-dichloro-2-pyridinyl)-2-fluoro-phenyl]methyl]-3-(2-methoxyethyl)benzimidazole-5-carboxylic acid methyl ester COC(=O)C1=CC2=C(N=C(N2CCOC)CC2=C(C=C(C=C2)C2=NC(=CC=C2Cl)Cl)F)C=C1